3,5-Diethyl-2-propyl-pyran C(C)C=1C(OC=C(C1)CC)CCC